ClC1=C(C=CC=C1)C1=NC=2N(C(N(C(C2N1CC1=CC=C(C=C1)F)=O)CCCO)=O)C 8-(2-chlorophenyl)-7-(4-fluorobenzyl)-1-(3-hydroxypropyl)-3-methyl-1H-purine-2,6(3H,7H)-dione